FC1(CCN(CC1)C(=O)C=1C=C2C(=NC1)N(C=C2)C=2C=CC(=NC2)C#N)F 5-(5-(4,4-difluoropiperidine-1-carbonyl)-1H-pyrrolo[2,3-b]Pyridin-1-yl)Pyridinecarbonitrile